C(C(=O)O)(=O)O.COC(CC)=O.COC=1C=C(CC2NCCC3=CC(=C(C=C23)OC)OC)C=CC1OC [1-(3,4-dimethoxybenzyl)-6,7-dimethoxy-1,2,3,4-tetrahydroisoquinoline] methyl-propionate oxalate